(3R)-1-(7-(8-chloro-3-(methoxymethoxy)naphthalen-1-yl)-2,6,8-trifluoroquinazolin-4-yl)-3-methylpiperidin-3-ol ClC=1C=CC=C2C=C(C=C(C12)C1=C(C=C2C(=NC(=NC2=C1F)F)N1C[C@@](CCC1)(O)C)F)OCOC